ClC1=C(C(=CC=C1)OC)N=S(=O)(CC=1N=C2N(C=C(C=C2)C2=NOC(=N2)C(F)(F)F)C1)C ((2-chloro-6-methoxyphenyl)imino)(methyl)((6-(5-(trifluoromethyl)-1,2,4-oxadiazol-3-yl)imidazo[1,2-a]pyridin-2-yl)methyl)-λ6-sulfanone